5-ethyl-N-(m-tolyl)-1H-pyrrole-2-carboxamide C(C)C1=CC=C(N1)C(=O)NC=1C=C(C=CC1)C